2-isopropyl-7-nitroisoquinolin-1(2H)-one C(C)(C)N1C(C2=CC(=CC=C2C=C1)[N+](=O)[O-])=O